Cl.C1(=CC=CC=C1)NN=C(N)NC(=NNC1=CC=CC=C1)N 2,4-diphenylaminobiguanide hydrochloride